N1CCC2C1NCC2 octahydropyrrolo[2,3-b]pyrrole